F[C@@H]1CN(CC[C@@]1(O)C)C1=NC=CC(=N1)NC=1N=CC2=C(C=CC(=C2C1)C(C)C)N1[C@@H]([C@H](C1)CS(=O)(=O)C)C (3R,4S)-3-fluoro-1-[4-({8-[(2R,3S)-3-(methanesulfonyl-methyl)-2-methylazetidin-1-yl]-5-(propan-2-yl)isoquinolin-3-yl}amino)pyrimidin-2-yl]-4-methyl-piperidin-4-ol